CC1=C(C=C(N=N1)C=1C=NC=NC1)[C@@H]1[C@H](C1)C(F)(F)F 5-(6-Methyl-5-((1S,2S)-2-(trifluoromethyl)cyclopropyl)pyridazin-3-yl)pyrimidine